(3aR,4R,6R,6aR)-4-methoxy-2,2-dimethyl-6-vinyltetrahydrofuro[3,4-d][1,3]dioxole CO[C@@H]1O[C@@H]([C@H]2OC(O[C@H]21)(C)C)C=C